(S)-(1,4-dioxan-2-yl)methanamine O1[C@H](COCC1)CN